C(#C)C1=C2C(=CC(=CC2=CC=C1F)C(C)(C)O)C1=C(C=2N=C(N=C(C2C=N1)N(C[C@H]1NCCCC1)C)N1CC2CCC(C1)N2C)F 2-(5-ethynyl-6-fluoro-4-(8-fluoro-4-(methyl(((S)-piperidin-2-yl)methyl)amino)-2-(8-methyl-3,8-diazabicyclo[3.2.1]octan-3-yl)pyrido[4,3-d]pyrimidin-7-yl)naphthalen-2-yl)propan-2-ol